(5-(pyrimidin-2-yl)hexahydropyrrolo[3,4-c]pyrrol-2(1H)-yl)methanone N1=C(N=CC=C1)N1CC2C(C1)CN(C2)C=O